ClC=1C(=C(C(=O)O)C=CC1)NC1=C(C=NC2=CC=C(C=C12)Cl)C1=CCC(CC1)(F)F chloro-2-[[6-chloro-3-(4,4-difluorocyclohexen-1-yl)-4-quinolyl]amino]benzoic acid